N-(2-(2,6-dioxopiperidin-3-yl)-1-oxoisoindolin-5-yl)-[1,2,4]triazolo[4,3-b]pyridazine-6-carboxamide O=C1NC(CCC1N1C(C2=CC=C(C=C2C1)NC(=O)C=1C=CC=2N(N1)C=NN2)=O)=O